CC1=C(C=C(C=C1)NC(C1=CC(=NC=C1)C(F)(F)F)=O)C1=CC=C2C(CC3(COCCC3)OC2=C1)=O N-(4-methyl-3-(4-oxo-2',4',5',6'-tetrahydrospiro[chromane-2,3'-pyran]-7-yl)phenyl)-2-(trifluoromethyl)isonicotinamide